1-methyl-3-(7-(methylamino)-5-(naphthalen-1-ylamino)pyrazolo[1,5-a]pyrimidin-3-yl)urea CNC(=O)NC=1C=NN2C1N=C(C=C2NC)NC2=CC=CC1=CC=CC=C21